C(C)(=O)NCCC1=C(C(C(=O)N)=CC=C1)C(=O)N (acetamidoethyl)phthalamide